3-((1-((2S,4R)-4-(Ethylamino)-2-phenylpiperidine-1-carbonyl)piperidin-4-yl)methyl)-6-phenylpyrimidin-4(3H)-one C(C)N[C@H]1C[C@H](N(CC1)C(=O)N1CCC(CC1)CN1C=NC(=CC1=O)C1=CC=CC=C1)C1=CC=CC=C1